(S)-5-(Azetidin-2-ylmethoxy)-N-(1-(7-methoxy-2-methylquinolin-5-yl)cyclopropyl)-2-methylbenzamide N1[C@@H](CC1)COC=1C=CC(=C(C(=O)NC2(CC2)C2=C3C=CC(=NC3=CC(=C2)OC)C)C1)C